(S)-2-((R)-5-fluoroisochroman-1-yl)pyrrolidine FC1=C2CCO[C@H](C2=CC=C1)[C@H]1NCCC1